4-Chloro-3-iodo-5-isopropyl-1-methyl-1H-pyrrolo[3,2-c]pyridin-5-ium iodide [I-].ClC1=[N+](C=CC2=C1C(=CN2C)I)C(C)C